4-[4,6-bis(biphenyl-4-yl)-1,3,5-triazin-2-yl]benzene-1,3-diol C1(=CC=C(C=C1)C1=NC(=NC(=N1)C1=CC=C(C=C1)C1=CC=CC=C1)C1=C(C=C(C=C1)O)O)C1=CC=CC=C1